OCCOC1=NC=C(C(=O)O)C=C1 6-(2-hydroxyethoxy)nicotinic acid